BrC1=CC(=NC=C1)NC(CN1CCN(CC1)CCNC)=O N-(4-bromopyridin-2-yl)-2-{4-[2-(methylamino)ethyl]piperazin-1-yl}acetamide